ClC=1C=C(C(=NC1O[C@H]1CCC2=C(C=CC=C12)C1=CC(=C(C=C1)F)F)OC)CNC[C@@H]1CCC(N1)=O (S)-5-((((5-chloro-6-(((S)-4-(3,4-difluorophenyl)-2,3-dihydro-1H-inden-1-yl)oxy)-2-methoxypyridin-3-yl)methyl)amino)methyl)pyrrolidin-2-one